F[C@H]1CN(CC[C@H]1NC1=NN2C(C(=N1)OC)=C(C=C2)C=2C=CC1=C(N(N=N1)[C@@H](CF)C)C2)C2COC2 N-((3S,4R)-3-fluoro-1-(oxetan-3-yl)piperidin-4-yl)-5-(1-((R)-1-fluoropropan-2-yl)-1H-benzo[d][1,2,3]triazol-6-yl)-4-methoxypyrrolo[2,1-f][1,2,4]triazin-2-amine